C(C)(C)(C)OC(=O)N(C(C(=O)OCCN(C(=O)OC(C)(C)C)CC(=O)OCCOCCOCCOCCOCC(COCCCCCCCC\C=C/CCCCCCCC)OCCCCCCCC\C=C/CCCCCCCC)C)CCOC 2-[[2-[2-[2-[2-[2-[2,3-bis[(Z)-octadec-9-enoxy]propoxy]ethoxy]ethoxy]ethoxy]ethoxy]-2-oxo-ethyl]-tert-butoxycarbonyl-amino]ethyl 2-[tert-butoxycarbonyl(2-methoxyethyl)amino]propanoate